N-[(2-fluorophenyl)methyl]-N,6-dimethyl-4-[(1-methylcyclopropyl)amino]furo[2,3-d]pyrimidine-5-carboxamide FC1=C(C=CC=C1)CN(C(=O)C1=C(OC=2N=CN=C(C21)NC2(CC2)C)C)C